1-(3-((4-chlorodibenzo[b,d]furan-2-yl)oxy)phenyl)-3,5-dimethyl-1H-pyrazole ClC1=CC(=CC2=C1OC1=C2C=CC=C1)OC=1C=C(C=CC1)N1N=C(C=C1C)C